C(C1=CC=CC=C1)(C1=CC=CC=C1)NCC(C)N N1-Benzhydryl-1,2-propandiamin